2-ethoxy-5-(3-fluoroimidazo[1,2-a]pyridin-6-yl)-7H-pyrrolo[2,3-d]pyrimidine C(C)OC=1N=CC2=C(N1)NC=C2C=2C=CC=1N(C2)C(=CN1)F